(2S)-1-((2,6-dimethoxy-4-(2-methyl-1-oxo-2,7-naphthyridin-4-yl)phenyl)methyl)-N-(8-((2-((R)-2,6-dioxopiperidin-3-yl)-1,3-dioxoisoindol-4-yl)amino)octyl)azetidine-2-carboxamide COC1=C(C(=CC(=C1)C1=CN(C(C2=CN=CC=C12)=O)C)OC)CN1[C@@H](CC1)C(=O)NCCCCCCCCNC1=C2C(N(C(C2=CC=C1)=O)[C@H]1C(NC(CC1)=O)=O)=O